3-(bis(pyridin-2-ylmethyl)amino)propanoic Acid N1=C(C=CC=C1)CN(CCC(=O)O)CC1=NC=CC=C1